N-(5-cyano-1-(4-sulfamoylbenzyl)-1H-benzo[d]imidazol-2-yl)-1-ethyl-3-methyl-1H-pyrazole-5-Carboxamide C(#N)C1=CC2=C(N(C(=N2)NC(=O)C2=CC(=NN2CC)C)CC2=CC=C(C=C2)S(N)(=O)=O)C=C1